FC=1C(=CC(=NC1)C)C1=CC(=NN1)C(=O)N1C2(CC2)C[C@H](CC1)C(=O)NC1CCC(CC1)(C(F)(F)F)O (S)-4-(5-(5-fluoro-2-methylpyridin-4-yl)-1H-pyrazole-3-carbonyl)-N-((1R,4R)-4-hydroxy-4-(trifluoromethyl)cyclohexyl)-4-azaspiro[2.5]octane-7-carboxamide